C1(=CC(=CC=C1)C1=NC(=NC(=N1)C1=CC=CC=C1)C1=CC(=CC=C1)C=1C2=CC=CC=C2C(=C2C=CC=CC12)C1=CC=CC=C1)C1=CC=CC=C1 2-{[1,1'-biphenyl]-3-yl}-4-phenyl-6-(3-(10-phenylanthracen-9-yl)phenyl)-1,3,5-triazine